3-[[(benzylthio)thiocarbonyl]thio]propanoic acid C(C1=CC=CC=C1)SC(=S)SCCC(=O)O